N1N=CC=2C=NC(=CC21)C(=O)O 1H-pyrazolo[4,3-c]pyridine-6-carboxylic acid